CC(C)C=1C=C(C=CC1)C(C)(C)NC(OC1CN2CCC1CC2)=O 1-azabicyclo[2.2.2]oct-3-yl {2-[3-(propan-2-yl)phenyl]propan-2-yl}carbamate